FC(C(=O)O)(F)F.C(N)(=N)C1=NC=CC(=C1)NC(=O)[C@@H]1O[C@]([C@H]([C@H]1C1=C(C(=C(C=C1)F)F)OC)C)(C(F)(F)F)C (2R,3S,4S,5R)-N-(2-Carbamimidoylpyridin-4-yl)-3-(3,4-difluoro-2-methoxyphenyl)-4,5-dimethyl-5-(trifluoromethyl)tetrahydrofuran-2-carboxamide 2,2,2-trifluoroacetate